OC1=C(C=C(C=C1)C(C)(C)C1=CC(=C(C=C1)O)Cl)Cl.[NH4+].[Sc+3] scandium ammonium 2,2-bis(4-hydroxy-3-chlorophenyl)propane